OC1=CC=C2CN(C(C2=C1)=O)C1C(N(C(CC1)=O)C)=O 3-(6-hydroxy-1-oxo-isoindolin-2-yl)-1-methyl-piperidine-2,6-dione